Ethyl (S)-2-(3-((tert-butoxycarbonyl)amino)piperidin-1-yl)thiazole-4-carboxylate C(C)(C)(C)OC(=O)N[C@@H]1CN(CCC1)C=1SC=C(N1)C(=O)OCC